2-(4-benzyloxy-2-ethyl-5-methyl-pyrazol-3-yl)oxazole-5-carbonitrile C(C1=CC=CC=C1)OC1=C(N(N=C1C)CC)C=1OC(=CN1)C#N